C(C)O[Si](OCC)(OCC)C[Si](OCC)(OCC)OCC BIS(TRIETHOXYSILYL)METHANE